2-amino-3-(thiophen-3-yl)propionic acid NC(C(=O)O)CC1=CSC=C1